OCC(C1=CC=CC=C1)NC(C(CC)(C)C)=O N-(2-hydroxy-1-phenylethyl)-2,2-dimethylbutyramide